NC1=CC(=NN1C(=O)OC(C)(C)C)C tert-butyl 5-amino-3-methyl-1H-pyrazole-1-carboxylate